3,4-dimethyl-pyrrole CC1=CNC=C1C